FC([C@](N)(C(C(CNC(N)=N)[3H])[3H])C(=O)O)F DL-alpha-difluoromethyl[3,4-3H]arginine